tert-butyl (+/-)-(3R,4R)-3-fluoro-4-((2-iodo-1-(2,2,2-trifluoroethyl)-1H-indol-4-yl)amino)piperidine-1-carboxylate F[C@@H]1CN(CC[C@H]1NC1=C2C=C(N(C2=CC=C1)CC(F)(F)F)I)C(=O)OC(C)(C)C |r|